CC(=CCC(C)C(=C)C)C 5-methyl-2-(1-methyl-vinyl)-4-hexene